ortho-methoxytoluene COC1=C(C)C=CC=C1